Dinaphthosilole C1=CC=CC=2C=CC3=C(C4=C([SiH2]3)C=3C=CC=CC3C=C4)C12